ClC1=C2CCCN(C2=CC=N1)C1=NC(NC2=CC=C(C(=C12)F)F)=O 4-(5-chloro-3,4-dihydro-2H-1,6-naphthyridin-1-yl)-5,6-difluoro-1H-quinazolin-2-one